C(C)(C)(C)OC(=O)N1[C@@H](CN([C@H](C1)C)C=1C2=C(N=CN1)N(C=C2N2C(CC2)=O)C2=NC=CC(=C2)Cl)C (2r,5s)-4-(7-(4-chloropyridin-2-yl)-5-(2-oxoazetidin-1-yl)-7H-pyrrolo[2,3-d]pyrimidin-4-yl)-2,5-dimethylpiperazine-1-carboxylic acid tert-butyl ester